NC=1N=NC(=CC1N1CC2CCC(C1)N2C2=NC(=NC=C2)C#CCNC(=O)C2=NN1C(N=CC=C1)=C2)C2=C(C=CC=C2)O N-(3-(4-(3-(3-amino-6-(2-hydroxyphenyl)pyridazin-4-yl)-3,8-diazabicyclo[3.2.1]octan-8-yl)pyrimidin-2-yl)prop-2-yn-1-yl)pyrazolo[1,5-a]pyrimidine-2-carboxamide